N,N-dimethylmyristylammonio propanesulfonate C(CC)S(=O)(=O)O[N+](C)(C)CCCCCCCCCCCCCC